4-Isoquinolinecarboxamide C1=NC=C(C2=CC=CC=C12)C(=O)N